3-vinyl-1H-quinolin-4-one C(=C)C1=CNC2=CC=CC=C2C1=O